C(C([C@H]1CC[C@H]2[C@@H]3CC[C@H]4CCCC[C@]4(C)[C@H]3CC[C@]12C)=O)O 5α-pregnan-21-ol-20-one